C(#N)[C@H]1N(CSC1)C(CNC(=O)C1=CC=NC2=CC=C(C=C12)N1CC(C1)CF)=O (R)-N-(2-(4-Cyanothiazolidin-3-yl)-2-oxoethyl)-6-(3-(fluoromethyl)azetidin-1-yl)-quinoline-4-carboxamide